(23Z,26Z)-3-(2-hydroxyethyl)-11,11-dimethyl-13-(14-methylpentadecyl)-10,12,14-trioxa-3-aza-11-siladotriaconta-23,26-dien-1-ol OCCN(CCO)CCCCCCO[Si](OC(OCCCCCCCC\C=C/C\C=C/CCCCC)CCCCCCCCCCCCCC(C)C)(C)C